tert-butyl (6r,7r)-7-((3-(2,6-bis(benzyloxy) pyridin-3-yl)-1-methyl-1H-indazol-7-yl) amino)-6-methyl-2-azaspiro[3.5]nonane-2-carboxylate C(C1=CC=CC=C1)OC1=NC(=CC=C1C1=NN(C2=C(C=CC=C12)N[C@H]1[C@@H](CC2(CN(C2)C(=O)OC(C)(C)C)CC1)C)C)OCC1=CC=CC=C1